NC1=CC(=NC(=C1)NC1=C(C=CC=C1)F)C(=O)NC1CC2=CC=C(C=C2C1)F 4-Amino-N-(5-fluoro-2,3-dihydro-1H-inden-2-yl)-6-((2-fluorophenyl)-amino)picolinamide